COC[C@H](OC1=NC(=NC=C1C(F)(F)F)S(=O)C)C 4-[(1R)-2-methoxy-1-methyl-ethoxy]-2-methylsulfinyl-5-(trifluoromethyl)pyrimidine